3-(4-methoxyphenyl)-2-propenoic acid 2-methylphenyl ester CC1=C(C=CC=C1)OC(C=CC1=CC=C(C=C1)OC)=O